(Z)-undec-2-en-1-yl 8-(2-(dimethylamino)ethyl)heptadecanoate CN(CCC(CCCCCCC(=O)OC\C=C/CCCCCCCC)CCCCCCCCC)C